C(#N)C1=C(C(=C(C(=C1N1C2=CC=CC=C2C=2C=C(C=CC12)C#N)C1=NC=CC=C1)C1=CC=C(C=C1)N1C2=CC=CC=C2C=2C=C(C=CC12)C#N)N1C2=CC=CC=C2C=2C=C(C=CC12)C#N)C1=CC=C(C=C1)N1C2=CC=CC=C2C=2C=C(C=CC12)C#N 9,9',9'',9'''-(4'-cyano-6'-(pyridin-2-yl)-[1,1':3',1''-terphenyl]-2',4,4'',5'-tetrayl)tetrakis(9H-carbazole-3-carbonitrile)